30-(tetracosan-15-enoyloxy)-triacontanoic acid C(CCCCCCCCCCCCCC=CCCCCCCCC)(=O)OCCCCCCCCCCCCCCCCCCCCCCCCCCCCCC(=O)O